Tetrahydro-pyran-4-carboxylic acid {8-[6-methoxy-5-(pyridin-3-ylamino)-pyridin-2-yl]-2,3-dihydro-benzo[1,4]dioxin-2-ylmethyl}-amide COC1=C(C=CC(=N1)C1=CC=CC2=C1OC(CO2)CNC(=O)C2CCOCC2)NC=2C=NC=CC2